ethyl 2-((5-chloropyridazin-4-yl)amino)-2-carbonylacetate ClC=1C(=CN=NC1)NC(C(=O)OCC)=C=O